BrC1=NN=C(S1)N1[C@@H](CCC1)C(=O)NC (S)-1-(5-bromo-1,3,4-thiadiazol-2-yl)-N-methylpyrrolidine-2-carboxamide